N1,N3-bis(4-(tert-butyl)phenyl)-2-chloro-N1,N3-diphenylbenzene-1,3-diamine C(C)(C)(C)C1=CC=C(C=C1)N(C1=C(C(=CC=C1)N(C1=CC=CC=C1)C1=CC=C(C=C1)C(C)(C)C)Cl)C1=CC=CC=C1